COC=1C=C2C=C(NC2=CC1C=1N=NC(=CC1)OC)CNC(C)=O N-{[5-methoxy-6-(6-methoxy-3-pyridazinyl)-2-indolyl]methyl}acetamide